1-Methyl-N-[4-(o-tolyl)-6-(4-piperazin-1-ylphenoxy)pyrimidin-2-yl]pyrazole-4-sulfonamide CN1N=CC(=C1)S(=O)(=O)NC1=NC(=CC(=N1)C1=C(C=CC=C1)C)OC1=CC=C(C=C1)N1CCNCC1